C(=C)OC1C2CCC(C1)C2OC=C 2,7-Bis(ethenyloxy)bicyclo[2.2.1]heptane